(S)-4-(4-chloro-3-(1-(2,4-dimethoxybenzyl)-1H-1,2,4-triazol-3-yl)phenyl)-2,2-dimethyloxazolidine-3-carboxylic acid tert-butyl ester C(C)(C)(C)OC(=O)N1C(OC[C@@H]1C1=CC(=C(C=C1)Cl)C1=NN(C=N1)CC1=C(C=C(C=C1)OC)OC)(C)C